[F-].C(CCC)[N+](CCCC)(CCCC)CCCC.C(CCC)[N+](CCCC)(CCCC)CCCC.[F-] di-tetra-n-butylammonium fluoride